ClCC1=CC=C(CN2CCN(CC2)C2=NC(=NC=C2)N2C=NC=C2)C=C1 4-(4-(4-(Chloromethyl)benzyl)piperazin-1-yl)-2-(1H-imidazol-1-yl)pyrimidine